heptylene oxide C1CCCCCCO1